C(C)(C)(C)C1=NN(C=C1CC1=CC=CC=C1)C(=O)OC1=CC(=NC=C1)N1C=NC=C1 2-(1H-imidazol-1-yl)pyridin-4-ol tert-Butyl-4-benzyl-1H-pyrazole-1-carboxylate